3,3-Difluoro-6-[(1R,3aS,7aR,E)-4-{2-[5-(4-fluorophenyl)-2H-tetrazol-2-yl]ethylidene}-7a-methyloctahydro-1H-inden-1-yl]-2-methylheptan-2-ol FC(C(C)(O)C)(CCC(C)[C@H]1CC[C@H]2/C(/CCC[C@]12C)=C/CN1N=C(N=N1)C1=CC=C(C=C1)F)F